ethyl 3,3,4-trimethylpentanoate CC(CC(=O)OCC)(C(C)C)C